BrC=1C=C(C(=NC1OC(COCCC)C)C)N=CN(C)CC N'-[5-bromo-2-methyl-6-(1-methyl-2-propoxy-ethoxy)-3-pyridyl]-N-ethyl-N-methyl-formamidine